ClC1=CC2=C(N=C(S2)C(=O)NN)C=C1 6-Chlorobenzo[d]thiazole-2-carboxylic acid hydrazide